((1R,3R)-3-(((tert-butyldiphenylsilyl)oxy)methyl)cyclobutyl)methylsulfonic acid methyl ester COS(=O)(=O)CC1CC(C1)CO[Si](C1=CC=CC=C1)(C1=CC=CC=C1)C(C)(C)C